2-(isocyanatosulfonylmethyl)-benzoic acid methyl ester COC(C1=C(C=CC=C1)CS(=O)(=O)N=C=O)=O